ethyl 3-methyl-α-cyanocinnamate CC=1C=C(C=C(C(=O)OCC)C#N)C=CC1